C(CCC)OCC=1OC(=CC1)COCCCC 2,5-dibutoxymethylfuran